N1CCC(CC1)CCCCCCN 6-(piperidin-4-yl)hexan-1-amine